tert-butyl 2-((2S,3S)-4-bromo-5-chloro-6-fluoro-3-methyl-2-phenyl-2,3-dihydrobenzofuran-2-yl)pyrrolidine-1-carboxylate BrC1=C(C(=CC2=C1[C@@H]([C@](O2)(C2=CC=CC=C2)C2N(CCC2)C(=O)OC(C)(C)C)C)F)Cl